9-cyclopropylethynyl-2-((S)-1-[1,4]dioxan-2-ylmethoxy)-1-ethyl-6,7-dihydro-pyrido[2,1-a]isoquinolin-4-one C1(CC1)C#CC=1C=C2CCN3C(C2=CC1)=C(C(=CC3=O)OC[C@H]3OCCOC3)CC